mercaptopropyl ethylene oxide SCCCC1CO1